CC1=CC(=NN1)C1(NC(=NC2=CC=CC=C12)NC1=CC(=CC(=C1)F)F)N 4-(5-methyl-1H-pyrazol-3-yl)-N2-(3,5-difluorophenyl)quinazoline-2,4-diamine